benzyl 4-((S)-4-(tert-butyloxycarbonyl)-3-(cyanomethyl) piperazin-1-yl)-2-(methylsulfinyl)-5,8-dihydropyrido[3,4-d]pyrimidine-7(6H)-carboxylate C(C)(C)(C)OC(=O)N1[C@H](CN(CC1)C=1C2=C(N=C(N1)S(=O)C)CN(CC2)C(=O)OCC2=CC=CC=C2)CC#N